C1(=CC=CC=C1)[SH+]C1=CC=CC=C1 Diphenylsulfanylium